[Si](C)(C)(C(C)(C)C)OCC(C)(C)NC1=NC=C(C=N1)C=O 2-[[2-[tert-butyl(dimethyl)silyl]oxy-1,1-dimethyl-ethyl]amino]pyrimidine-5-carbaldehyde